C(C)C1=C(C=CC=C1)NC(C(=O)NC1=C(C=CC(=C1)C(C)(C)C)OCC)=O N-(2-ethylphenyl)-N'-(2-ethoxy-5-t-butylphenyl)oxalic acid diamide